CC1(CCCCC1)C methyl-1-methylcyclohexane